lithium acetyl (acetyl) phosphate P(=O)(OC(C)=O)(OC(C)=O)[O-].[Li+]